C(C)OC(CN1N=C(C(=C(C1=O)C=C)OCC(C)C)C(C)C)=O.CN(C(CCC=1C=C(C=CC1)[C@@H](C)NC(C1=C(C=CC(=C1)N1CCN(CC1)C)C)=O)=O)C N-[(1R)-1-[3-[3-(Dimethylamino)-3-oxo-propyl]phenyl]ethyl]-2-methyl-5-(4-methyl-piperazin-1-yl)benzamide ethyl-2-(4-isobutoxy-3-isopropyl-6-oxo-5-vinylpyridazin-1(6H)-yl)acetate